C1(CC1)C1=C(C(=NO1)C1=C(C=CC=C1Cl)Cl)COC1=C(C(=C(C=C1)C#C)Cl)Cl 5-cyclopropyl-4-((2,3-dichloro-4-ethynylphenoxy)methyl)-3-(2,6-dichlorophenyl)isoxazole